2-[[4-(1-methyl-1,2,3-triazol-4-yl)piperazin-1-yl]methyl]-1H-indole CN1N=NC(=C1)N1CCN(CC1)CC=1NC2=CC=CC=C2C1